(2E)-4-[4-[4-(trifluoromethyl)phenoxy]phenoxy]-2-pentenoic acid FC(C1=CC=C(OC2=CC=C(OC(/C=C/C(=O)O)C)C=C2)C=C1)(F)F